1-(2-chlorophenyl)azetidine ClC1=C(C=CC=C1)N1CCC1